P(=O)(O)(O)NC(N(C)CCC(=O)O)=N 3-(3-phosphono-1-methylguanidino)-propionic acid